benzyl (5S)-2-oxo-3,7-diazadispiro[3.0.45.24]undecane-7-carboxylate O=C1CC2(N1)[C@@]1(CN(CC1)C(=O)OCC1=CC=CC=C1)CC2